C(C)OC(=O)C1=C(N=CS1)C.FC(COC1=NC=CC=C1C=O)(F)F (2-(2,2,2-trifluoroethoxy)pyridin-3-yl)methanone ethyl-4-methyl-5-thiazolecarboxylate